2-(((S)-1-(((S)-1,1-bis(3-isopropylphenyl)propan-2-yl)amino)-1-oxopropan-2-yl)carbamoyl)-4-methoxypyridin-3-yl isobutyrate C(C(C)C)(=O)OC=1C(=NC=CC1OC)C(N[C@H](C(=O)N[C@H](C(C1=CC(=CC=C1)C(C)C)C1=CC(=CC=C1)C(C)C)C)C)=O